C1(CCCCC1)C=1C(=CC(=C(C1)C(C1=C(C=CC=C1)O)C1=C(C=C(C(=C1)C1CCCCC1)O)C)C)O Bis(5-cyclohexyl-4-hydroxy-2-methylphenyl)-2-hydroxyphenylmethane